C1C(CC12CCNCC2)OC2=CC=C(C=C2)C=2C=1C(=C(SC1N1C(=NN=C1[C@@H](N2)CC#N)C)C)C 2-[(9S)-7-[4-(7-azaspiro[3.5]nonan-2-yloxy)phenyl]-4,5,13-trimethyl-3-thia-1,8,11,12-tetrazatricyclo[8.3.0.02,6]trideca-2(6),4,7,10,12-pentaen-9-yl]acetonitrile